CNC(C(=O)NC1=CC=CC=C1)CCC 2-(Methylamino)-N-phenylpentanamide